[K+].C[Si]([O-])(C)C trimethyl-silanolate potassium